1,4-bis(3,5-di-tert-butyl-4-hydroxybenzyl)-2,3,5,6-tetramethylbenzene C(C)(C)(C)C=1C=C(CC2=C(C(=C(C(=C2C)C)CC2=CC(=C(C(=C2)C(C)(C)C)O)C(C)(C)C)C)C)C=C(C1O)C(C)(C)C